2-(4-ethylpiperazin-1-yl)-N-(2-methyl-4-nitrophenyl)acetamide C(C)N1CCN(CC1)CC(=O)NC1=C(C=C(C=C1)[N+](=O)[O-])C